azodicyclopentanecarbonitrile [(2S)-pyrrolidin-2-yl]methyl-6-[5-(6-methyl-2-pyridyl)-1H-imidazol-4-yl]quinoline-3-carboxylate N1[C@@H](CCC1)COC(=O)C=1C=NC2=CC=C(C=C2C1)C=1N=CNC1C1=NC(=CC=C1)C.N(=NC1(CCCC1)C#N)C1(CCCC1)C#N